2-((tert-butoxycarbonyl)amino)-5-((cyclopropylamino)methyl)thiazole-4-carboxylic acid C(C)(C)(C)OC(=O)NC=1SC(=C(N1)C(=O)O)CNC1CC1